NC1=C2C(=NC=N1)N(N=C2C(=O)NC2=CC=C(C=C2)COC)C2CC=CC2 4-amino-1-(cyclopent-3-en-1-yl)-N-(4-(methoxymethyl)phenyl)-1H-pyrazolo[3,4-d]pyrimidine-3-carboxamide